ClC=1C(=C2C(=NC1)NC(=N2)C2=CC=C(C=C2)N2CCN(CC2)CC=2N=CNC2)NC2CCN(CC2)CC 6-Chloro-N-(1-ethylpiperidin-4-yl)-2-{4-[4-(1H-imidazol-4-ylmethyl)piperazin-1-yl]phenyl}-3H-imidazo[4,5-b]pyridin-7-amine